[N+](#[C-])C=1C(=O)CC(CC1C)(C)C Isocyanoisophorone